2-(benzofuran-2-yl)-5-(isobutyldithio)-1,3,4-oxadiazole O1C(=CC2=C1C=CC=C2)C=2OC(=NN2)SSCC(C)C